(R)-4-((3-acrylamidopiperidin-1-yl)methyl)-N-(4-(4-morpholino-7H-pyrrolo[2,3-d]pyrimidin-6-yl)cyclohexyl)picolinamide C(C=C)(=O)N[C@H]1CN(CCC1)CC1=CC(=NC=C1)C(=O)NC1CCC(CC1)C1=CC2=C(N=CN=C2N2CCOCC2)N1